F[C@@H]1CCC[C@@H]1F (1r,3R,4S)-3,4-difluorocyclopentane